NC1=C(C=CC=C1)[Se][Se]C1=C(C=CC=C1)N bis(aminophenyl) diselenide